C1(=CC=CC=C1)CC(=O)N[C@@H](CCC(N)=O)C(=O)O (2-phenylacetyl)-L-glutamine